ClC=1C=CC2=C(CN=C(C(=N2)C=2SC=CC2)C=2SC=CC2)C1 7-chloro-2,3-bis(thiophen-2-yl)-5H-1,4-benzodiazepine